CC(C(=O)OCC(C)(NC1=NC2=C(N1)C=CC=C2CNC=2OC=CN2)C2=CC(=C(C=C2)Cl)F)(C)C (+)-2-(4-chloro-3-fluorophenyl)-2-[(4-{[(1,3-oxazol-2-yl)amino]-methyl}-1H-1,3-benzodiazol-2-yl)amino]propyl 2,2-dimethylpropanoate